C(C=C)OC(=O)N1[C@H](CN(CC1)C1=NC(=NC=2[C@@H]([C@]3(CCC4=C(C=CC=C34)Cl)CCC12)F)S(=O)C)CC#N (2S)-4-[(7S,8R)-4'-chloro-8-fluoro-2-methylsulfinyl-spiro[6,8-dihydro-5H-quinazolin-7,1'-indan]-4-yl]-2-(cyanomethyl)piperazine-1-carboxylic acid allyl ester